3-fluoro-5-((1,2,2,4-tetrafluoro-3-hydroxy-2,3-dihydro-1H-inden-5-yl)oxy)cyanobenzene FC=1C=C(C=C(C1)OC=1C(=C2C(C(C(C2=CC1)F)(F)F)O)F)C#N